C(CCCC)(=O)OC[C@]1(O[C@H](C[C@@H]1O)N1C2=NC(=NC(=C2N=C1)NC(CCCCCCCCCCCCC)=O)F)C#C ((2R,3S,5R)-2-ethynyl-5-(2-fluoro-6-tetradecanamido-9H-purin-9-yl)-3-hydroxytetrahydrofuran-2-yl)methyl pentanoate